C(\C=C\C(=O)O)(=O)O.ClC1=CC2=C(CCC3=C(N2CCCNC/C=C/C(=O)OCC)N=CN=C3)C=C1 Ethyl (E)-4-{[3-(9-chloro-5,6-dihydro-11H-pyrimido[4,5-b][1]-benzazepin-11-yl)propyl]amino}but-2-enoate fumarate